BrC=1C=C(C=NC1)[C@H]([C@H](O)C1=C(C=CC(=C1)F)F)NC(OC(C)(C)C)=O Tert-butyl (1R,2R)-1-(5-bromopyridin-3-yl)-2-(2,5-difluorophenyl)-2-hydroxyethylcarbamate